7-trifluoromethoxy-benzo[e][1,2,4]triazine-1,4-dioxide hydrobromide Br.FC(OC1=CC2=C([N+](=CN=[N+]2[O-])[O-])C=C1)(F)F